ClC1=C(C=CC(=C1)F)[C@H]1CC[C@H](CC1)CCNC1COCCC1 3-({2-[(cis)-4-(2-Chloro-4-fluorophenyl)cyclohexyl]-ethyl}amino)oxan